N[C@@H]1CN(C[C@H]1NC(C1=CC=C(C=C1)C(C1=C(C(=CC=C1OCOCC)OC)F)=O)=O)C(=O)OC(C)(C)C tert-butyl (3R,4R)-3-amino-4-(4-(6-(ethoxymethoxy)-2-fluoro-3-methoxybenzoyl)benzamido)pyrrolidine-1-carboxylate